7-ethoxy-2-methylimidazo[1,2-a]pyridine C(C)OC1=CC=2N(C=C1)C=C(N2)C